CC(CCCCCCCCC=CCCCCC)C 16-methyl-6-heptadecene